C(=O)(O)CCC1OCC2(CO1)COC(OC2)CCC(=O)O 3,9-bis(2-carboxyethyl)-2,4,8,10-tetraoxaspiro[5.5]undecane